(3R,4S)-4-((R)-8-fluoro-5H-imidazo[5,1-a]isoindol-5-yl)tetrahydrofuran-3-ol FC1=CC=C2[C@H](N3C(C2=C1)=CN=C3)[C@@H]3[C@H](COC3)O